CC(CN(C1=NC=CC(=N1)C#N)CC1=CC=C(C=C1)C1=CC=C(C=C1)N1CCN(CC1)C)(C)C 2-[(2,2-dimethylpropyl)({4-[4-(4-methylpiperazin-1-yl)phenyl]phenyl}methyl)amino]pyrimidine-4-carbonitrile